FC(OC1=NC=CC=C1B(O)O)(F)F (2-(tri-fluoromethoxy)pyridin-3-yl)boronic acid